3-triethoxysilylpropyl-monosilicon C(C)O[Si](CCC[Si])(OCC)OCC